C(#N)C=1C2=C(SC1NC(OC(C)(C)C)=O)C(=CC=C2B2OC(CO2)(C)C)F tert-butyl (3-cyano-4-(5,5-dimethyl-1,3,2-dioxaborolane-2-yl)-7-fluorobenzo[b]thiophen-2-yl)carbamate